FC1=CC=2N(C=C1)C(=CN2)C2=C1CNC(C1=C(C=C2)NC2=NC=C(C=C2)C(C)(C)N2CCOCC2)=O 4-(7-fluoro-imidazo[1,2-a]pyridin-3-yl)-7-((5-(2-morpholino-propan-2-yl)pyridin-2-yl)amino)isoindolin-1-one